C(C)(C)(C)NC(=O)C1=NC=C(N=C1)N1[C@H](C2=C(CC1)NC=N2)C2=NN1C(C(=CC=C1)OC(F)(F)F)=C2 (R)-N-(tert-butyl)-5-(4-(4-(trifluoromethoxy)pyrazolo[1,5-a]pyridin-2-yl)-1,4,6,7-tetrahydro-5H-imidazo[4,5-c]pyridin-5-yl)pyrazine-2-carboxamide